NC=1C=2N(C(=CN1)C(F)(F)F)C(=NC2C2=C(C=C(C=C2)NC(C(O)C2=CC(=CC=C2)Cl)=O)F)C([2H])([2H])[2H] N-[4-[8-amino-3-(trideuteriomethyl)-5-(trifluoromethyl)imidazo[1,5-a]pyrazin-1-yl]-3-fluoro-phenyl]-2-(3-chlorophenyl)-2-hydroxy-acetamide